(((S)-5-(4-(1-(1-(4-(((2-Amino-9H-purin-6-yl)oxy)methyl)phenyl)-2,5,8,11,14,17-hexaoxanonadecan-19-yl)-1H-1,2,3-triazol-4-yl)benzamido)-1-carboxypentyl)carbamoyl)-L-glutamic acid NC1=NC(=C2N=CNC2=N1)OCC1=CC=C(C=C1)COCCOCCOCCOCCOCCOCCN1N=NC(=C1)C1=CC=C(C(=O)NCCCC[C@@H](C(=O)O)NC(=O)N[C@@H](CCC(=O)O)C(=O)O)C=C1